ClC1=CC2=C(N=C(N=C2)NC2CCN(CC2)S(=O)(=O)C=2C=NN(C2)CCCCCCCNC2=CC=CC=3N(C(N(C32)C)=O)C3C(NC(CC3)=O)=O)N(C1=O)C(C)C 3-[4-[7-[4-[[4-[(6-Chloro-8-isopropyl-7-oxo-pyrido[2,3-d]pyrimidin-2-yl)amino]-1-piperidyl]sulfonyl]pyrazol-1-yl]heptylamino]-3-methyl-2-oxo-benzimidazol-1-yl]piperidine-2,6-dione